((((9H-fluoren-9-yl)methoxy)carbonyl)amino)-3-(pyridin-4-yl)propionic acid C1=CC=CC=2C3=CC=CC=C3C(C12)COC(=O)NC(C(=O)O)CC1=CC=NC=C1